copper-magnesium-tin [Sn].[Mg].[Cu]